COC1CCC(CC1)N1C(=NC2=C1C=CC(=C2)C2=CC(=NN2C)C(F)(F)F)N2C(CCCC2)=O 1-(((1r,4S)-4-methoxycyclohexyl)-5-(1-methyl-3-(trifluoromethyl)-1H-pyrazol-5-yl)-1H-benzo[d]imidazol-2-yl)piperidin-2-one